(+)-3-((2-((2-(3-chlorophenyl)-1-hydroxypropan-2-yl)amino)-1H-benzo[d]imidazol-4-yl)methyl)-1-methoxy-1-methylurea ClC=1C=C(C=CC1)C(CO)(C)NC1=NC2=C(N1)C=CC=C2CNC(N(C)OC)=O